C1(CC1)N(C(=O)N1CCC(CC1)O)C N-cyclopropyl-4-hydroxy-N-methylpiperidine-1-carboxamide